C(#N)C=1C=C(C=NC1)[C@H]1N(OCC1)C(=O)C1CCN(CC1)C1=NC=CC(=N1)C(=O)NCCC1(CC1)C 2-[4-[(3S)-3-(5-cyano-3-pyridyl)isoxazolidine-2-carbonyl]-1-piperidyl]-N-[2-(1-methylcyclopropyl)ethyl]pyrimidine-4-carboxamide